O=C1NC(CCC1N1C(C2=CC=CC(=C2C1=O)NCCCC(=O)N1CCN(CC1)C=1C(=CC2=C(C(C=3NC4=CC(=CC=C4C3C2=O)C#N)(C)C)C1)CC)=O)=O 8-(4-(4-((2-(2,6-dioxopiperidin-3-yl)-1,3-dioxoisoindolin-4-yl)amino)butanoyl)piperazin-1-yl)-9-ethyl-6,6-dimethyl-11-oxo-6,11-dihydro-5H-benzo[b]carbazole-3-carbonitrile